FCCN(C1CCC(CC1)NC=1N=CC2=C(N1)N(C(C(=C2)C=2C=CC(=NC2)NS(=O)(=O)C2=CC=CC=C2)=O)C(C)C)C N-(5-(2-(((1r,4r)-4-((2-Fluoroethyl)(methyl)amino)cyclohexyl)amino)-8-isopropyl-7-oxo-7,8-dihydropyrido[2,3-d]pyrimidin-6-yl)pyridin-2-yl)benzenesulfonamide